3-(4-fluoro-2-methyl-1-(1-methylpiperidin-4-yl)-1H-benzo[d]imidazol-6-yl)-N-(1-methylpiperidin-4-yl)-1H-pyrrolo[2,3-b]pyridine-5-carboxamide FC1=CC(=CC=2N(C(=NC21)C)C2CCN(CC2)C)C2=CNC1=NC=C(C=C12)C(=O)NC1CCN(CC1)C